ClC1=NC=C2C(=N1)N(N=C2C)C2CCCCC2 6-chloro-1-cyclohexyl-3-methyl-1H-pyrazolo[3,4-d]pyrimidine